1-piperidyl-[7-[4-(1H-pyrazol-4-yl)phenyl]pyrazolo[1,5-a]pyridin-3-yl]methanone N1(CCCCC1)C(=O)C=1C=NN2C1C=CC=C2C2=CC=C(C=C2)C=2C=NNC2